2,4,7-trimethoxyphenanthrene COC1=CC=2C=CC3=CC(=CC=C3C2C(=C1)OC)OC